hydroxy-N-(4-nitrophenyl)acetamide OCC(=O)NC1=CC=C(C=C1)[N+](=O)[O-]